3,5-dibenzylimidazol C(C1=CC=CC=C1)N1C=NC(=C1)CC1=CC=CC=C1